C1(CCC1)C1=CC(=C(C(=O)N2CCC(CC2)C2=CC=C(C#N)C=C2)C=C1C1=NNC(=N1)C)C 4-[1-[4-cyclobutyl-2-methyl-5-(5-methyl-1H-1,2,4-triazol-3-yl)benzoyl]piperidin-4-yl]benzonitrile